N,N-di-tert-butyl-urea C(C)(C)(C)N(C(=O)N)C(C)(C)C